C1=C2C=3C=C4C(=CC3NC2=CC=C1)C=CC=C4 5H-Benzo[b]carbazole